N-(4-(4-amino-1-((1S,4S)-4-hydroxycyclohexyl)-1H-pyrazolo[3,4-d]pyrimidin-3-yl)benzyl)-5-fluoro-2-methoxybenzamide NC1=C2C(=NC=N1)N(N=C2C2=CC=C(CNC(C1=C(C=CC(=C1)F)OC)=O)C=C2)C2CCC(CC2)O